N-(1-(3-amino-6-bromopyrazin-2-yl)-1H-pyrrol-3-yl)ethanesulfonamide NC=1C(=NC(=CN1)Br)N1C=C(C=C1)NS(=O)(=O)CC